NCCCC(C)NC=1C=C(C(=C2C(=CC(=NC12)OC)C)OC1=CC(=CC=C1)C(F)(F)F)OC (4-Amino-1-methylbutyl){2,6-dimethoxy-4-methyl-5-[3-(trifluoromethyl)phenoxy](8-quinolyl)}amine